C(#N)C1=C(N=C(S1)N(C=1C(=NN2C1C=C(C(=C2)F)N2CCN(CC2)C(=O)OC(C)(C)C)CC)C([2H])([2H])[2H])C2=CC=C(C=C2)F tert-Butyl 4-(3-((5-cyano-4-(4-fluorophenyl)thiazol-2-yl)(methyl-d3)amino)-2-ethyl-6-fluoropyrazolo[1,5-a]Pyridin-5-yl)piperazine-1-carboxylate